C(C(=C)C)(=O)OC1=C(C=CC=C1)C(C)(C)C1=C(C=CC=C1)OC(C(=C)C)=O 2,2-bis(o-methacryloyloxyphenyl)propane